tert-butyl (E)-4-(2-(2,6-dimethoxy-4-(3-oxo-3-(6-oxo-3,6-dihydropyridin-1(2H)-yl)prop-1-en-1-yl)phenoxy)ethyl)piperazine-1-carboxylate COC1=C(OCCN2CCN(CC2)C(=O)OC(C)(C)C)C(=CC(=C1)\C=C\C(N1CCC=CC1=O)=O)OC